C(CCCC)(=O)NC1=CC=CC=C1 valeranilide